C(CCC)NC=1C2=C(N=C(N1)N)C=NN2CC2=C(C=CC(=C2)CNC2CC1(CC1)C2)OC N7-butyl-1-({2-methoxy-5-[({spiro[2.3]hexan-5-yl}amino)methyl]phenyl}methyl)-1H-pyrazolo[4,3-d]pyrimidine-5,7-diamine